pentacyclo[6.5.1.11,6.02,7.09,13]-pentadec-4,10-diene C123C4CC=CC(C4C(C4C=CCC41)C2)C3